ClC=1N=C(NC1C=1[C@H](CN(CC1)S(=O)(=O)N1CC(C1)O)C)C1=NC=C(C=C1)F 1-[[(3R)-4-[4-Chloro-2-(5-fluoro-2-pyridyl)-1H-imidazol-5-yl]-3-methyl-3,6-dihydro-2H-pyridin-1-yl]sulfonyl]azetidin-3-ol